CN1CCN(CC1)C1=CC=C(C=C1)NC=1N=CC=2S(N(C3=C(C2N1)C=C(C=C3)C3=CC=NC=C3)CCC)(=O)=O N-[4-(4-methylpiperazin-1-yl)phenyl]-6-propyl-9-(pyridin-4-yl)-6H-pyrimido[5,4-c][2,1]benzothiazin-2-amine 5,5-dioxide